C1(=CC=CC=C1)C(C1=NC(=NN1C)[C@H](C)N1C(OC2=C(C1=O)N=CC=C2OC)=O)C2=CC=CC=C2 (S)-3-(1-(5-(bisphenylmethyl)-1-methyl-1,2,4-triazol-3-yl)ethyl)-8-methoxy-2H-pyrido[2,3-e][1,3]oxazine-2,4(3H)-dione